2-[(4,4-dimethylcyclohexyl)carbamoyl]-1H-pyrrolo[2,3-c]pyridine-5-carboxylate CC1(CCC(CC1)NC(=O)C1=CC=2C(=CN=C(C2)C(=O)[O-])N1)C